FC1=C(C=CC(=C1C)C(NC1=NC(=C(C=C1)F)C)=O)C1=NN2C(NC3=C(CC2)N=CC=C3)=C1C(=O)N 2-(2-fluoro-4-((5-fluoro-6-methylpyridin-2-yl)carbamoyl)-3-methylphenyl)-9,10-dihydro-4H-pyrazolo[1,5-a]pyrido[3,2-d][1,3]diazepine-3-carboxamide